C1N(CCC2=CC=CC=C12)C[C@H](CN1C(C2=CC=C(C=C2CC1)N1C(CCCC1)=O)=O)O 2-[(2R)-3-(3,4-dihydro-1H-isoquinolin-2-yl)-2-hydroxy-propyl]-6-(2-oxo-1-piperidinyl)-3,4-dihydroisoquinolin-1-one